O=C1N(C(C2=C(C=CC=C12)OCCOCCN1CCN(CC1)C1=CC(=C(C=C1)NC1=NN2C(C=N1)=CC=C2)OC)=O)C2C(NCCC2)=O 2-((4-(4-(2-(2-((1,3-dioxo-2-(2-oxopiperidin-3-yl)isoindolin-4-yl)oxy)ethoxy)ethyl)piperazin-1-yl)-2-methoxyphenyl)amino)pyrrolo[2,1-f][1,2,4]triazine